NC=1C(NC(N(N1)C1=CC(=C(C(=C1)Cl)OC=1C2=C(C(NN1)=O)C(CC2)C2CC(C2)(F)F)Cl)=O)=O 6-amino-2-(3,5-dichloro-4-((7-(3,3-difluorocyclobutyl)-1-oxo-2,5,6,7-tetrahydro-1H-cyclopenta[d]pyridazin-4-yl)oxy)phenyl)-1,2,4-triazine-3,5(2H,4H)-dione